3-cyclopropyl-1-((3,3-difluoro-1-methylcyclobutyl)methyl)-4-(difluoromethyl)-N-(2-(S-methylsulfonimidoyl)pyridin-4-yl)-1H-pyrazole-5-carboxamide C1(CC1)C1=NN(C(=C1C(F)F)C(=O)NC1=CC(=NC=C1)S(=O)(=N)C)CC1(CC(C1)(F)F)C